BrC1=CC=CC(=N1)CC1(CC(N(CC1)C(=O)OC(C)(C)C)C)C(=O)OC 1-(tert-butyl) 4-methyl 4-((6-bromopyridin-2-yl) methyl)-2-methylpiperidine-1,4-biscarboxylate